ClC=1C=CC2=C(N=C(O2)C2CC3(CC(C3)C=3C(=NC=CC3C(=O)NC)S(=O)(=O)CC)C2)C1 [6-(5-chloro-1,3-benzoxazol-2-yl)spiro[3.3]heptan-2-yl]-2-ethylsulfonyl-N-methyl-pyridine-4-carboxamide